F[C@@H]1[C@@H](CN(C1)C1=NOC(C1)C1=C(C=CC=C1F)C1=C(C=CC=C1F)F)NS(=O)(=O)C N-{(3R,4S)-4-fluoro-1-[5-(2',3,6'-trifluoro[1,1'-biphenyl]-2-yl)-4,5-dihydro-1,2-oxazol-3-yl]pyrrolidin-3-yl}methanesulfonamide